C(C)(C)C=1C=C(C(N(N1)C1=NC=C(C=C1)C(F)(F)F)=O)C(=O)O 6-isopropyl-3-oxo-2-[5-(trifluoromethyl)-2-pyridyl]-2,3-dihydropyridazine-4-carboxylic acid